O=C1CCCC=2N=C(SC21)C2CCN(CC2)C(=O)OC(C)(C)C tert-butyl 4-(7-oxo-4,5,6,7-tetrahydrobenzo[d]thiazol-2-yl)piperidine-1-carboxylate